naphthyridine-6(5H)-carboxamide N1=CC=CC=2CC(C=NC12)C(=O)N